(+)-3-bromo-10-camphorsulfonic acid CC1([C@H]2CC[C@]1(C(=O)[C@H]2Br)CS(=O)(=O)O)C